BrC1=CC(=C2N(C1=O)C1(NC2=O)CCC2(CC1)C(C2)C(=O)OCC)C Ethyl 6''-bromo-8''-methyl-1'',5''-dioxo-1'',5''-dihydro-2''H-dispiro[cyclopropane-1,1'-cyclohexane-4',3''-imidazo[1,5-a]pyridine]-2-carboxylate